C(C)(C)(C)C1=CC=C(C=C1)C(C(=O)NCC=1SC=C2C1CN(C2=O)C2C(NC(CC2)=O)=O)=C 2-(4-(tert-butyl)phenyl)-N-((5-(2,6-dioxopiperidin-3-yl)-4-oxo-5,6-dihydro-4H-thieno[3,4-c]pyrrol-1-yl)methyl)acrylamide